COC1=CC=C(OCCCNCCCCC2(CC2)O)C=C1 1-(4-((3-(4-Methoxyphenoxy)propyl)amino)butyl)cyclopropan-1-ol